ethyl 9-[N-(decyloxy)-4-(dimethylamino)butanamido]-2,2-difluorononadecanoate C(CCCCCCCCC)ON(C(CCCN(C)C)=O)C(CCCCCCC(C(=O)OCC)(F)F)CCCCCCCCCC